ClC1=CC(=C2C(=NNC2=C1Cl)C=1C=NNC1)NC(C(F)F)=O N-(6,7-Dichloro-3-(1H-pyrazol-4-yl)-1H-indazol-4-yl)-2,2-difluoroacetamide